[3-[4-[(5-Cyclopropyl-1H-pyrazol-3-yl)amino]pyrimidin-2-yl]-3-azabicyclo[3.2.1]octan-1-yl]methanol C1(CC1)C1=CC(=NN1)NC1=NC(=NC=C1)N1CC2(CCC(C1)C2)CO